CC1=CC=C(C=C1)C1=CC=C2CCC3(C2=C1)CCC1=CC=C(C=C13)C1=CC=C(C=C1)C (R)-6,6'-bis(4-methylphenyl)-1,1'-spirobiindan